O[C@@H]1CC[C@@]2(C3C[C@@H]([C@@]4([C@H](CCC4C3CCC2C1)[C@@H](CCNC(CCC(C(=O)O)CP(=O)(O)O)=O)C)C)O)C 5-(((3R)-3-((3R,10S,12S,13R,17R)-3,12-Dihydroxy-10,13-dimethylhexadecahydro-1H-cyclopenta[a]phenanthren-17-yl)butyl)amino)-5-oxo-2-(phosphonomethyl)pentanoic acid